N-tert-butoxycarbonyl-N'-(4-methoxy-2,3,6-trimethylbenzenesulfonyl)-D-arginine C(C)(C)(C)OC(=O)N[C@H](CCCN(C(N)=N)S(=O)(=O)C1=C(C(=C(C=C1C)OC)C)C)C(=O)O